FC=1C=CC2=C([C@H](NC3=NC4=C(C(NC[C@@H](O2)C)=O)C=NN4C=C3)CO)C1 (7S,13S)-11-fluoro-13-(hydroxymethyl)-7-methyl-6,7,13,14-tetrahydro-1,15-ethenopyrazolo[4,3-f][1,4,8,10]benzoxatriazacyclotridecin-4(5H)-one